C[Si]1([Si](CCCC1)(C)C)C 1,1,2,2-tetramethyl-1,2-disilacyclohexane